C(CCC)OC(=O)CCCCOC=1C2=CC=CC=C2C(=C2C=CC=CC12)OCCCCC(=O)OCCCC 9,10-bis(n-butoxycarbonylbutyleneoxy)anthracene